NCCC[Si](C)(C)OC 3-aminopropyl-(methoxydimethylsilane)